(8-chlorooctyl)epoxyethane ClCCCCCCCCC1CO1